(2-hydroxybenzyl)(2-((2R,3S,4S,5S,6R)-3,4,5-trihydroxy-6-phenoxytetrahydro-2H-pyran-2-yl)ethyl)phosphinic acid OC1=C(CP(O)(=O)CC[C@H]2O[C@@H]([C@H]([C@H]([C@@H]2O)O)O)OC2=CC=CC=C2)C=CC=C1